C(CCC)(=O)OCCC(C)C Butyric acid, 3-methylbutyl ester